1-[({1-[5-(difluoromethyl)(1,3,4-thiadiazol-2-yl)]-4-(6-oxa-2-azaspiro[3.3]hept-2-yl)-1H-indazol-6-yl}sulfonyl)amino]cyclopropanecarbonitrile FC(C1=NN=C(S1)N1N=CC2=C(C=C(C=C12)S(=O)(=O)NC1(CC1)C#N)N1CC2(C1)COC2)F